Cis-2-trimethylsilylethyl N-[[5-(5-amino-2,2-dimethyl-3H-benzofuran-6-yl)-1,3-dioxan-2-yl]methyl]-N-methyl-carbamate NC=1C(=CC2=C(CC(O2)(C)C)C1)[C@@H]1CO[C@@H](OC1)CN(C(OCC[Si](C)(C)C)=O)C